4-(3-isobutylcarbamyl-benzofuran-2-yl)benzyl chloride C(C(C)C)NC(=O)C1=C(OC2=C1C=CC=C2)C2=CC=C(CCl)C=C2